C1(CCC1)C1=CC(=NC(=N1)N1C=NC=C1)C(=O)NC1CCC(CC1)OC 6-cyclobutyl-2-(1H-imidazol-1-yl)-N-(4-methoxycyclohexyl)pyrimidine-4-carboxamide